C(C)C1=C(C=NC=C1)C=1C=C2C=C(N=NC2=C(C1)N)N[C@H]1COCC1 (R)-6-(4-Ethylpyridin-3-yl)-N3-(tetrahydrofuran-3-yl)cinnoline-3,8-diamine